FN(C(C(C1=C(C(=C(C(=C1F)F)F)F)F)(F)F)(F)F)F Perfluorophenethylamine